C1(=CC=CC=C1)C(C(C)=O)C(C)=O 3-Phenyl-2,4-Pentandion